C(C)(C)C1=CC=CCC=C1 4-isopropyl-cycloheptatriene